1-(1-(benzylthio)isoquinolin-5-yl)-5-(trifluoromethyl)-N-(2-(trifluoromethyl)pyridin-4-yl)-1H-pyrazole-4-carboxamide C(C1=CC=CC=C1)SC1=NC=CC2=C(C=CC=C12)N1N=CC(=C1C(F)(F)F)C(=O)NC1=CC(=NC=C1)C(F)(F)F